N1(CCC(=CC1)C(=O)OCC)C(=O)OC(C)(C)C 1-(tert-butyl) 4-ethyl 3,6-dihydropyridine-1,4(2H)-dicarboxylate